4,4'-(oxydi-2,1-ethanediyl)dimorpholine O(CCN1CCOCC1)CCN1CCOCC1